4-(3-cyanobenzoyl)-1H-pyrrole-2-carboxylic acid C(#N)C=1C=C(C(=O)C=2C=C(NC2)C(=O)O)C=CC1